COC(C(=O)N(C1COC2=C1C=CC(=C2)C(F)(F)F)C(C)C2CC2)=O 2-((1-Cyclopropylethyl)(6-(trifluoromethyl)-2,3-dihydrobenzofuran-3-yl)amino)-2-oxoacetic acid methyl ester